3,5,6,7-tetrahydro-8H-imidazo[4,5-b][1,6]naphthyridin-8-one N1=CNC2=NC=3CCNC(C3C=C21)=O